C(OCC=C=C(CCC)CCC)(OC(C)C)=O 4-propylhepta-2,3-diene-1-yl isopropyl carbonate